N=1C=NN2C1C=C(C=C2)OC2=CC(=C(C=C2C)NC2=NC=NC1=CC(=C(C=C21)NC(C(=CC2N(CCC2)CC)F)=O)OC)OC N-(4-((4-([1,2,4]triazolo[1,5-a]pyridin-7-yloxy)-2-methoxy-5-methylphenyl)amino)-7-methoxyquinazolin-6-yl)-3-(1-ethylpyrrolidin-2-yl)-2-fluoroacrylamide